C1(CC1)NC1CCN(CC1)C=1C=CC(=C2N=C(OC21)OC)C(=O)NC=2C=C(C=1N(C2)C=C(N1)C)F 7-[4-(cyclopropylamino)-1-piperidyl]-N-(8-fluoro-2-methyl-imidazo[1,2-a]pyridin-6-yl)-2-methoxy-1,3-benzoxazole-4-carboxamide